CS(=O)(=O)C=1C=C(C=CC1)S(=O)(=O)N1CC(C1)C(=O)NC(C(=O)O)CNC(CCCCC1NC2=NC=CC=C2CC1)=O 2-(1-(3-(methylsulfonyl)benzenesulfonyl)azetidine-3-carboxamido)-3-(5-(1,2,3,4-tetrahydro-1,8-naphthyridin-2-yl)pentanoylamino)propionic acid